(R)-2-((benzyloxy)methyl)-3,4-dihydro-2H-pyran C(C1=CC=CC=C1)OC[C@@H]1OC=CCC1